(5s,7r,8r,9s,10r)-8-hydroxy-7-(hydroxymethyl)-9-(4-(3,4,5-trifluorophenyl)-1H-1,2,3-triazol-1-yl)-1,6-dioxaspiro[4.5]dec-10-yl 2-fluorobenzoate FC1=C(C(=O)O[C@@H]2[C@H]([C@H]([C@H](O[C@@]23CCCO3)CO)O)N3N=NC(=C3)C3=CC(=C(C(=C3)F)F)F)C=CC=C1